CCCCC/C=C\C=C\C=C\CCCCCCC(=O)O 8E,10E,12Z-octadecatrienoic acid